2-((1R,3R)-3-(3-azidopropionyl)-2,2-dimethylcyclobutyl)acetonitrile N(=[N+]=[N-])CCC(=O)[C@H]1C([C@H](C1)CC#N)(C)C